4,4,5,5-tetramethyl-2-(2,6,8-triphenyldibenzo[b,d]thiophen-4-yl)-1,3,2-dioxaborolane CC1(OB(OC1(C)C)C1=CC(=CC2=C1SC1=C2C=C(C=C1C1=CC=CC=C1)C1=CC=CC=C1)C1=CC=CC=C1)C